[Br-].CN1CN(C=C1)CCCCCC 1-methyl-3-hexyl-imidazole bromide salt